N-[2-Methoxy-4-(4-trifluoromethyl-benzylamino)-phenyl]-butyramide COC1=C(C=CC(=C1)NCC1=CC=C(C=C1)C(F)(F)F)NC(CCC)=O